tert-butyl (S)-(2-(1H-indol-3-yl)-1-(4-methoxyphenyl)ethyl)carbamate N1C=C(C2=CC=CC=C12)C[C@@H](C1=CC=C(C=C1)OC)NC(OC(C)(C)C)=O